Cl.NC1CCC(CC1)CN1C(\C(\C2=CC(=CC=C12)C(=O)NCC#C)=C/C=1NC=2CCCCC2C1)=O (Z)-1-(((1r,4r)-4-aminocyclohexyl)methyl)-2-oxo-N-(prop-2-yn-1-yl)-3-((4,5,6,7-tetrahydro-1H-indol-2-yl)methylene)indoline-5-carboxamide hydrochloride